ClC=1C(=C2C3=C(NC2=C(C1)I)C(=NC=C3)C)C 6-chloro-8-iodo-1,5-dimethyl-9H-pyrido[3,4-b]indole